(6-(benzo[d]thiazol-5-yl)-3-methyl-3,4-dihydropyridin-1(2H)-yl)-2-oxoacetic acid S1C=NC2=C1C=CC(=C2)C2=CCC(CN2C(C(=O)O)=O)C